3-(((R)-7-((2S,5R)-5-(2,5-Difluorophenyl)-2-methylmorpholine-4-carbonyl)-7-azaspiro[4.5]decan-10-yl)methyl)-6-phenylpyrimidin-4(3H)-one FC1=C(C=C(C=C1)F)[C@@H]1CO[C@H](CN1C(=O)N1CC2(CCCC2)[C@@H](CC1)CN1C=NC(=CC1=O)C1=CC=CC=C1)C